C(CCCCCCCCCCCCCCCCC)OC(C(=C)C)=O Stearylmethacrylat